2-phenethyl propionate CCC(=O)OCCC1=CC=CC=C1